OC(C)(CC)O 2-hydroxy-3-methyl-2-propanol